NC1=NN2C(C=C(C=C2)C=2C=C(C(=NC2C)OC)C(=O)NCC2=C(C=CC=C2)OC(C)C)=N1 5-{2-amino-[1,2,4]triazolo[1,5-a]pyridin-7-yl}-2-methoxy-6-methyl-N-{[2-(propan-2-yloxy)phenyl]methyl}pyridine-3-carboxamide